2-amino-N-ethyl-2-methyl-propanamide hydrochloride Cl.NC(C(=O)NCC)(C)C